N[C@@H]1CN(CCC1)C1=CC(=NC=C1C#CC=1C=NN(C1)C(F)(F)F)NC1=NC(=NC=C1)C=1C=C2N=CC=NC2=CC1F (S)-N-(4-(3-aminopiperidin-1-yl)-5-((1-(trifluoromethyl)-1H-pyrazol-4-yl)ethynyl)pyridin-2-yl)-2-(7-fluoroquinoxalin-6-yl)pyrimidin-4-amine